3,6-bis(4-(benzyloxy)benzyl)piperazine-2,5-dione C(C1=CC=CC=C1)OC1=CC=C(CC2C(NC(C(N2)=O)CC2=CC=C(C=C2)OCC2=CC=CC=C2)=O)C=C1